bromo-5-chloro-1,8-naphthyridine BrC1=NC2=NC=CC(=C2C=C1)Cl